C(C)(C)(C)OC(=O)N1CC(C1)C1=NN2C(N=CC=C2C(=O)O)=C1 2-(1-tert-butoxycarbonylazetidin-3-yl)pyrazolo[1,5-a]pyrimidine-7-carboxylic acid